ClC1=C(C(=O)NNC(=O)C=2C(=C(C=CC2)C#CC=2C=CC(=NC2)NC(=O)C2CC2)C)C(=CC=C1)C cyclopropanecarboxylic acid (5-{[N'-(2-chloro-6-methylbenzoyl)hydrazinecarbonyl]-2-methyl-phenyl-ethynyl}-pyridin-2-yl)amide